NC=1NC=2N(C(C1C(C)C1=CC=C(C=C1)OC)=O)N=C(C2N2CCCCC2)C2=CC=CC=C2 5-Amino-6-(1-(4-methoxyphenyl)ethyl)-2-phenyl-3-(piperidin-1-yl)pyrazolo[1,5-a]pyrimidin-7(4H)-one